OC(C)(C)C1COCC(O1)COC1=CC=C(C=C1)C=1C=C(C(NC1C(F)(F)F)=O)C(=O)N 5-(4-((6-(2-hydroxypropan-2-yl)-1,4-dioxan-2-yl)methoxy)phenyl)-2-oxo-6-(trifluoromethyl)-1,2-dihydropyridine-3-carboxamide